ClC1=NN2C(N=CC(=C2[C@H](C)OC)NC(=O)NC=2C(=NC=C(C2)C(F)(F)F)OCC=O)=C1 (S)-1-(2-chloro-7-(1-methoxyethyl)pyrazolo[1,5-a]pyrimidin-6-yl)-3-(2-(2-oxoethoxy)-5-(trifluoromethyl)pyridin-3-yl)urea